CC1=CC(=CC=C1)S(=O)O meta-toluenesulfinic acid